bicyclo[2.1.0]pentan C12CCC2C1